dipyrrole zinc [Zn].N1C=CC=C1.N1C=CC=C1